aminospiro[isobenzofuran-1(3H),9'-(9H)xanthene]-3-one NC1=CC=CC=2OC3=CC=CC=C3C3(C12)OC(C1=CC=CC=C13)=O